ClC1=CC(=C(C=C1)[C@@H]1OC2=C(C=CC=C2C=C1)C1CCN(CC1)CC1=NC=2C(=NC(=CC2)C(=O)O)N1C[C@H]1OCC1)F 2-((4-((R)-2-(4-chloro-2-fluorophenyl)-2H-chromen-8-yl)piperidin-1-yl)methyl)-3-(((S)-oxetan-2-yl)methyl)-3H-imidazo[4,5-b]pyridine-5-carboxylic acid